L-2-oxothiazolidine-4-carboxylate C1[C@H](NC(=O)S1)C(=O)O